3-(4-oxo-2-(3,4,5-trifluorophenyl)-1,3-thiazin-3-yl)urea O=C1N(C(SC=C1)C1=CC(=C(C(=C1)F)F)F)NC(N)=O